N-[2-(5-amino-1,3,4-thiadi-azol-2-yl)-4-chloro-6-methylphenyl]-3-bromo-1-(3-chloro-2-pyridinyl)-1H-pyrazole-5-carboxamide NC1=NN=C(S1)C1=C(C(=CC(=C1)Cl)C)NC(=O)C1=CC(=NN1C1=NC=CC=C1Cl)Br